C(C=C)(=O)OCCCCOC(CCP(=O)(O)O)=O acryloxybutyl-3-phosphonopropionate